C(C)(C)(C)OC(=O)N1C2CN(CC1CC2)C2=NC(=NC1=C(C(=C(C=C21)C(F)(F)F)Br)F)Cl tert-butyl-3-(7-bromo-2-chloro-8-fluoro-6-(trifluoromethyl)quinazolin-4-yl)-3,8-diazabicyclo[3.2.1]octane-8-carboxylate